1-(3-((4-((5-(furan-3-yl)-2-methoxyphenyl)amino)-7-methoxy-quinazolin-6-yl)oxy)azetidin-1-yl)prop-2-en-1-one O1C=C(C=C1)C=1C=CC(=C(C1)NC1=NC=NC2=CC(=C(C=C12)OC1CN(C1)C(C=C)=O)OC)OC